2-ethyl-4-oxo-5,6,7,8-tetrahydropyrido[4,3-d]pyrimidin C(C)C=1NC(C2=C(N1)CCNC2)=O